2-dimethylamino-2-benzyl-1-(4-piperidyl)-1-butanone CN(C(C(=O)C1CCNCC1)(CC)CC1=CC=CC=C1)C